N-(4-(4-(2-(benzofuran-3-yl)acetamido)-2,5-difluorophenoxy)pyridin-2-yl)cyclopropanecarboxamide O1C=C(C2=C1C=CC=C2)CC(=O)NC2=CC(=C(OC1=CC(=NC=C1)NC(=O)C1CC1)C=C2F)F